4-(diethoxyphosphoryl)-5-hydroxypentanoate C(C)OP(=O)(OCC)C(CCC(=O)[O-])CO